4-((4-chlorophenyl)amino)-1H-pyrrolo[3,2-c][1,6]naphthyridine-2-carboxylic acid ClC1=CC=C(C=C1)NC1=NC=2C=CN=CC2C2=C1C=C(N2)C(=O)O